BrC1=NC(=CC2=C1N=C(N(C2=O)C)C2(CC2)C)Cl 8-bromo-6-chloro-3-methyl-2-(1-methylcyclopropyl)pyrido[3,4-d]pyrimidin-4-one